FC1=C(OC=2C=NC=3CCN(CC3C2)C=2C3=C(N=CN2)SC=C3C)C=CC=C1 4-[3-(2-fluorophenoxy)-7,8-dihydro-5H-1,6-naphthyridin-6-yl]-5-methyl-thieno[2,3-d]pyrimidine